[Cl-].[Cl-].[Cl-].[Cl-].C[N+](CCCC=1C(=NC=CC1C1=CC=NC=C1)CCC[N+](C)(C)C)(C)C.C[N+](C)(C)CCCC=1C(=NC=CC1C1=CC=NC=C1)CCC[N+](C)(C)C bis(3-(trimethylammonio)propyl)-4,4'-bipyridine tetrachloride